7-Hydroxy-N-(3-(1-neopentyl-1H-pyrazolo[4,3-c]pyridin-6-yl)-1H-pyrazol-4-yl)-7-(trifluoromethyl)-4-azaspiro[2.5]octane-4-carboxamide OC1(CCN(C2(CC2)C1)C(=O)NC=1C(=NNC1)C1=CC2=C(C=N1)C=NN2CC(C)(C)C)C(F)(F)F